n-undecyl sulfide C(CCCCCCCCCC)SCCCCCCCCCCC